BrC=1C=CC(=NC1)C1=CC(=C2C=NC(=NN21)N[C@H]2[C@@H](CN(CC2)S(=O)(=O)C)O)F (3R,4R)-4-((7-(5-bromopyridin-2-yl)-5-fluoropyrrolo[2,1-f][1,2,4]triazin-2-yl)amino)-1-(methylsulfonyl)piperidin-3-ol